2-phenoxy-1-phenylethylbenzo[b]thiophene-3-carboxylate O(C1=CC=CC=C1)CC(C1=CC=CC=C1)OC(=O)C=1C2=C(SC1)C=CC=C2